COC[C@H]1CC(CN1)C1=NC=C2C(=NC=NN21)N 7-((5R)-5-(methoxymethyl)pyrrolidin-3-yl)imidazo[5,1-f][1,2,4]Triazin-4-amine